N-{2-chloro-6-[4-(propan-2-yl)piperazin-1-yl]phenyl}-4-methyl-4-[2-(propan-2-yl)-1,3-oxazol-5-yl]piperidine-1-carboxamide ClC1=C(C(=CC=C1)N1CCN(CC1)C(C)C)NC(=O)N1CCC(CC1)(C1=CN=C(O1)C(C)C)C